(1-(4,5-dichloro-2-nitrophenyl)piperidin-4-yl)methanol ClC1=CC(=C(C=C1Cl)N1CCC(CC1)CO)[N+](=O)[O-]